ClC1=NC(=C(C(=O)OC)C=C1)NC(=O)N1C[C@](CC1)(C1=NC=NS1)C1=CC(=C(C=C1)C)F |o1:16| methyl (R or S)-6-chloro-2-(3-(3-fluoro-4-methylphenyl)-3-(1,2,4-thiadiazol-5-yl)pyrrolidine-1-carboxamido)nicotinate